NCCC(CCC(CCC(CCC(CCC(CCC(CCC)=O)=O)=O)=O)=O)=O 1-amino-3,6,9,12,15,18-hexaoxo-heneicosane